8-((3R,4R)-3-Ethyl-4-((5-isopropoxypyridin-2-yl)oxy)piperidin-1-yl)-5-methyl-6-oxo-5,6-dihydro-1,5-naphthyridin-2-carbonitril C(C)[C@@H]1CN(CC[C@H]1OC1=NC=C(C=C1)OC(C)C)C1=CC(N(C=2C=CC(=NC12)C#N)C)=O